2-(N-methyldodecanoylamino)acetic acid CCCCCCCCCCCC(=O)N(C)CC(=O)O